((6S)-4-(2-(7-fluoro-1H-indazol-6-yl)-2-methylbenzo[d][1,3]dioxol-4-yl)-6-methyl-3,6-dihydropyridin-1(2H)-ylmethyl)-1-(((S)-oxetan-2-yl)methyl)-1H-benzo[d]imidazole-6-carboxylic acid FC=1C(=CC=C2C=NNC12)C1(OC2=C(O1)C=CC=C2C=2CCN([C@H](C2)C)CC2=NC1=C(N2C[C@H]2OCC2)C=C(C=C1)C(=O)O)C